N-(3-(3-amino-4-(1-oxo-1,2,3,4-tetrahydroisoquinolin-6-yl)-1H-pyrazol-1-yl)phenyl)-2-oxopropanamide NC1=NN(C=C1C=1C=C2CCNC(C2=CC1)=O)C=1C=C(C=CC1)NC(C(C)=O)=O